FC1=C(C=CC(=C1)F)S(=O)(=O)NC=1C=C2CCCN(C2=CC1)S(=O)(=O)C=1SC=CC1 2,4-difluoro-N-(1-(thien-2-ylsulfonyl)-1,2,3,4-tetrahydroquinolin-6-yl)benzenesulfonamide